P(=O)(OC1=CC=CC=C1)(OC1=C(C=C(C=C1C)C)C)[O-].[Li+] lithium phenyl (2,4,6-trimethylphenyl) phosphate